C(C1=CC=CC=C1)N(C(=O)NCCCOC)CC1=C(C=C(C=C1OC)OC)\C=C\C1=CC=C(C=C1)CC(C)C (E)-1-benzyl-1-(2-(4-isobutylstyryl)-4,6-dimethoxybenzyl)-3-(3-methoxypropyl)urea